CC1=CC2=C(C3=CC=CC=C3C(=C2C=C1)OC(=O)CCCCCC)OC(=O)CCCCCC 2-methyl-9,10-bis(n-hexylcarbonyloxy)anthracene